trisodium 2-[(carboxymethyl)(methyl)amino]acetate C(=O)(O)CN(CC(=O)[O-])C.[Na+].[Na+].[Na+].C(=O)(O)CN(C)CC(=O)[O-].C(=O)(O)CN(C)CC(=O)[O-]